5-iodo-N4-(2,2,2-trifluoroethyl)pyridin-2,4-diamine IC=1C(=CC(=NC1)N)NCC(F)(F)F